5-amino-4-methylbenzonitrile NC=1C(=CC=C(C#N)C1)C